C(=O)O.NC=1N=CN(C(C1C(=O)NC=1C=NC=C(C1)[C@@H]1N[C@H](C1)C)=O)C1=C(C=C(C=C1Cl)OC)Cl 4-amino-1-(2,6-dichloro-4-methoxyphenyl)-N-(5-((2R,4S)-4-methylazetidin-2-yl)pyridin-3-yl)-6-oxo-1,6-dihydropyrimidine-5-carboxamide formate